C1=CC=C(C(=C1)C(=O)SC[C@@H](C(=O)O)N)N The molecule is an L-cysteine derivative obtained by formal condensation of the carboxy group of anthranilic acid with the side-chain thiol group of L-cysteine. It is a L-cysteine derivative, a thioester and a non-proteinogenic L-alpha-amino acid. It derives from an anthranilic acid.